(R)-N-(1-(5-fluoro-2-methyl-4-(7-(piperazin-1-yl)-9H-pyrimido[4,5-b]indol-4-yl)phenyl)ethyl)-3-(1-methylcyclopropyl)-1,2,4-oxadiazole-5-carboxamide FC=1C(=CC(=C(C1)[C@@H](C)NC(=O)C1=NC(=NO1)C1(CC1)C)C)C1=NC=NC=2NC3=CC(=CC=C3C21)N2CCNCC2